6-(benzofuran-7-yl)pyridazin O1C=CC2=C1C(=CC=C2)C2=CC=CN=N2